(2S,4R)-4-((tert-butyldimethylsilyl)oxy)tetrahydropyrrole-2-carboxylic acid methyl ester COC(=O)[C@H]1NC[C@@H](C1)O[Si](C)(C)C(C)(C)C